(3r,4r)-1-(1-((5-chloropyridin-2-yl)methyl)-1H-benzo[d]imidazol-2-yl)-4-fluoropiperidin-3-amine hydrochloride Cl.ClC=1C=CC(=NC1)CN1C(=NC2=C1C=CC=C2)N2C[C@H]([C@@H](CC2)F)N